N-((1R,3s,5S)-8-(4-Fluorobenzyl)-8-azabicyclo[3.2.1]octan-3-yl)-1H-indol-6-carboxamid FC1=CC=C(CN2[C@H]3CC(C[C@@H]2CC3)NC(=O)C3=CC=C2C=CNC2=C3)C=C1